ClC1=C(C2=C(NC(O[C@@]23CN([C@H](CC3)C)C(=O)OCC3=CC=CC=C3)=O)C=C1)F |&1:8| Benzyl (4R and S,6'S)-6-chloro-5-fluoro-6'-methyl-2-oxo-1,2-dihydrospiro[benzo[d][1,3]oxazine-4,3'-piperidine]-1'-carboxylate